2-(2-methylphenoxy)benzonitrile CC1=C(OC2=C(C#N)C=CC=C2)C=CC=C1